(S)-3-(3-chloro-4-fluorophenyl)-1-(1-(6,7-difluoro-2-methyl-1-oxo-1,2-dihydroisoquinolin-4-yl)ethyl)-1-isobutylurea ClC=1C=C(C=CC1F)NC(N(CC(C)C)[C@@H](C)C1=CN(C(C2=CC(=C(C=C12)F)F)=O)C)=O